BrC=1C=C(C(=C(C1)C(CCCCC(=O)O)(OC)OC)F)F 6-(5-Bromo-2,3-difluorophenyl)-6,6-dimethoxyhexanoic acid